[Zn+2].O=C([C@H](O)[C@@H](O)[C@H](O)[C@H](O)CO)[O-].[Zn+2].O=C([C@H](O)[C@@H](O)[C@H](O)[C@H](O)CO)[O-].O=C([C@H](O)[C@@H](O)[C@H](O)[C@H](O)CO)[O-].O=C([C@H](O)[C@@H](O)[C@H](O)[C@H](O)CO)[O-] Zinc Gluconate Zinc